OC1=CC=C(C=C1)C=CC(C)=O 4-(4-hydroxyphenyl)-3-butene-2-one